((5-bromo-3-(2-fluorobenzyl)pyrazin-2-yl)amino)-2-(diethoxyphosphoryl)acetic acid tert-butyl ester C(C)(C)(C)OC(C(P(=O)(OCC)OCC)NC1=NC=C(N=C1CC1=C(C=CC=C1)F)Br)=O